Cl.Cl.NC1(CCN(CC1)C1=CN=C(C(=N1)N)C1=C(C(=CC=C1)Cl)Cl)C 6-(4-amino-4-methylpiperidin-1-yl)-3-(2,3-dichlorophenyl)pyrazine-2-amine dihydrochloride